C(C)P(OC)CC methyl (diethylphosphinite)